1-(4-cyclopropyl-2,6-difluorophenyl)-1H-pyrazol C1(CC1)C1=CC(=C(C(=C1)F)N1N=CC=C1)F